N1N=CC(=C1)CCNC1=NC(=NC(=C1C)C)C(=O)NCCC1=CSC=C1 (R)-4-((2-(1H-pyrazol-4-yl)ethyl)amino)-5,6-dimethyl-N-(2-(thiophen-3-yl)ethyl)pyrimidine-2-carboxamide